C1(CCCC1)NC(=O)C1CNCC1 N-cyclopentylpyrrolidine-3-carboxamide